BrC1=C(C=C(C=C1)F)C(C)(F)F 1-bromo-2-(1,1-difluoroethyl)-4-fluorobenzene